C(C)(C)(C)OC(=O)N1CCN(CC1)C1=CC=C(C=C1)NC1=NC2=C(C=CC=C2C=N1)C1=C(C=CC(=C1)Cl)F 4-(4-((8-(5-chloro-2-fluorophenyl)quinazolin-2-yl)amino)phenyl)piperazine-1-carboxylic acid tert-butyl ester